4,4-dimethylpyrrolidine-1-carboxylate CC1(CCN(C1)C(=O)[O-])C